FC1(CCN(CC1)S(=O)(=O)C1=CC=C(C=C1)C=1C=C(C2=C(C=C(O2)CN)C1)C(F)(F)F)F (5-(4-(4,4-difluoropiperidin-1-ylsulfonyl)phenyl)-7-(trifluoromethyl)benzofuran-2-yl)methanamine